hydroxychloroamine ONCl